CO[C@H]1[C@@H](O[C@@H]([C@H]1O)CO)N1C(=O)N(C(=N)C=C1)[2H] 2'-O-methylcytidine-3-d